N-[(2,4-dimethoxyphenyl)-methyl]-1-methyl-pyrazolo[4,3-C]pyridine-6-carboxamide COC1=C(C=CC(=C1)OC)CNC(=O)C1=CC2=C(C=N1)C=NN2C